OC=1C(=NC=CC1OC)C(=O)N[C@H](C(=O)OC1C(CC1)(C1=CC=C(C=C1)F)C1CC1)C [2-cyclopropyl-2-(4-fluorophenyl) cyclobutyl] (2S)-2-[(3-hydroxy-4-methoxy-pyridine-2-carbonyl) amino]propanoate